pentylene 2,5-furanedicarboxylate O1C2=CC=C1C(=O)OCCCCCOC2=O